(S)-4-tert-butyl-5,5-dimethyl-oxazolidinone C(C)(C)(C)[C@@H]1NC(OC1(C)C)=O